OC=1C=C(C=2C=CC3=CC=CC=C3C2C1)C1(C2=CC=C(C=C2C=2C=C(C=CC12)C1=CC2=CC=CC=C2C=C1)C1=CC2=CC=CC=C2C=C1)C1=CC(=CC=2C3=CC=CC=C3C=CC12)O 9,9-bis(3-hydroxyphenanthryl)-3,6-di(2-naphthyl)fluorene